C(C)O[Si]1(SCCC1)OCC 2,2-diethoxy-1-thia-2-silacyclopentane